The molecule is a branched amino tetrasaccharide comprising alpha-N-glycoloylneuraminyl, beta-D-galactosyl and N-acetyl-beta-D-glucosamine residues linked sequentially (2->3) and (1->4), to the galactosyl residue of which is also linked (1->3) an alpha-L-fucosyl residue. It has a role as an epitope. It is an amino tetrasaccharide and a glucosamine oligosaccharide. C[C@H]1[C@H]([C@H]([C@@H]([C@@H](O1)O[C@@H]2[C@H]([C@@H](O[C@@H]([C@H]2O[C@H]3[C@@H]([C@H]([C@H]([C@H](O3)CO)O)O[C@@]4(C[C@@H]([C@H]([C@@H](O4)[C@@H]([C@@H](CO)O)O)NC(=O)CO)O)C(=O)O)O)CO)O)NC(=O)C)O)O)O